FC1=CC=CC2=C1C=C(O2)C(=O)O 4-fluorobenzofuran-2-carboxylic acid